(2S)-2-[(tert-butoxy)carbonyl](methyl)amino-4-methylpentanoic acid C(C)(C)(C)OC(=O)[C@@](C(=O)O)(CC(C)C)NC